(S)-N-(1-(7,8-difluoro-1-oxo-1,2-dihydroisoquinolin-4-yl)ethyl)-N-methyl-6-oxo-1,6-dihydropyridine-2-carboxamide FC1=CC=C2C(=CNC(C2=C1F)=O)[C@H](C)N(C(=O)C=1NC(C=CC1)=O)C